N-dihydroxyethyl-lauramide OC(CNC(CCCCCCCCCCC)=O)O